BrC1=CC=C(S1)C1(CNCCO1)C 2-(5-bromothiophen-2-yl)-2-methylmorpholine